FC(S(=O)(=O)OC1=C2C(=NC=C1)NC=C2)(F)F 1H-pyrrolo[2,3-b]pyridin-4-yl trifluoromethanesulfonate